4-[5-chloro-4-[[(2R)-1,4-dioxan-2-yl]methylamino]-6-oxo-pyridazin-1-yl]-N-(4-cyano-2-fluoro-phenyl)-N-(difluoromethyl)piperidine-1-sulfonamide ClC1=C(C=NN(C1=O)C1CCN(CC1)S(=O)(=O)N(C(F)F)C1=C(C=C(C=C1)C#N)F)NC[C@H]1OCCOC1